1,1-bis(hydroxyphenyl)ethaneN OC1=C(C=CC=C1)C(=C)C1=C(C=CC=C1)O